ClC1=CC=C(C=C1)NC(=O)NCC(=O)N[C@H](CCC(=O)O)C(=O)O ((4-chlorophenyl)carbamoyl)glycyl-D-glutamic acid